1-(3-((1-isopropyl-6-((1-methyl-1H-pyrazol-3-yl)amino)-1H-pyrrolo[3,2-c]pyridin-4-yl)oxy)pyrrolidin-1-yl)prop-2-en-1-one C(C)(C)N1C=CC=2C(=NC(=CC21)NC2=NN(C=C2)C)OC2CN(CC2)C(C=C)=O